C1(=CC=CC=C1)C(=CCN1CCCC2=CC=CC=C12)C1=CC=CC=C1 1-(3,3-diphenylallyl)-1,2,3,4-tetrahydroquinoline